3,3,4,4,5,5-hexafluoro-1,2-bis(1,1,1,3,3,4,4,5,5,5-decafluoro-2-(trifluoromethyl)pent-2-yl)cyclopent-1-ene FC1(C(=C(C(C1(F)F)(F)F)C(C(F)(F)F)(C(C(C(F)(F)F)(F)F)(F)F)C(F)(F)F)C(C(F)(F)F)(C(C(C(F)(F)F)(F)F)(F)F)C(F)(F)F)F